ClC1=C(NC2=CC=C(C(=C12)Cl)F)C(=O)N1CCN(CC1)C(=O)[C@@H]1CNCC1 (S)-(3,4-dichloro-5-fluoro-1H-indol-2-yl)(4-(pyrrolidine-3-carbonyl)piperazin-1-yl)methanone